1,2,3,4-tetrahydroisoquinolin-2-ium C1[NH2+]CCC2=CC=CC=C12